3-(2-isopropoxy-4-methyl-5-(trifluoromethyl)phenyl)quinazolin-4(3H)-one C(C)(C)OC1=C(C=C(C(=C1)C)C(F)(F)F)N1C=NC2=CC=CC=C2C1=O